(R)-3-(1-((tert-Butoxycarbonyl)amino)-8-azaspiro[4.5]dec-8-yl)-5-methylpyrazine-2-carboxylic acid ethyl ester C(C)OC(=O)C1=NC=C(N=C1N1CCC2(CCC[C@H]2NC(=O)OC(C)(C)C)CC1)C